1,2-di-tert-butyl (2S)-4-(2,3-dichloro-6-methoxyphenyl)-6-oxo-2,3-dihydropyridine-1,2-dicarboxylate ClC1=C(C(=CC=C1Cl)OC)C=1C[C@H](N(C(C1)=O)C(=O)OC(C)(C)C)C(=O)OC(C)(C)C